CN1C(N(C2=C1C(=CC=C2)N2CCNCC2)N2C(CCCC2=O)=O)=O (3-methyl-2-oxo-4-piperazin-1-yl-benzoimidazol-1-yl)piperidine-2,6-dione